2,3-DIMETHYLHEPTYL ACETATE C(C)(=O)OCC(C(CCCC)C)C